C(C)(C)C=1C=NN2C1N=C(C=C2NCC2=CC=C(C=C2)C2=NC=CC=C2)NC[C@@H]2[C@H](CNCC2)O (3R,4R)-4-(((3-isopropyl-7-((4-(pyridin-2-yl)benzyl)amino)pyrazolo[1,5-a]pyrimidin-5-yl)amino)methyl)piperidin-3-ol